C1(=CC=CC=C1)N1CCCC1 phenyl-tetrahydropyrrole